3-(2-chloro-5-(trifluoromethyl)pyrimidin-4-yl)-6-Fluoro-7-(methylthio)-1H-indole ClC1=NC=C(C(=N1)C1=CNC2=C(C(=CC=C12)F)SC)C(F)(F)F